CCC=C(CC=CCCCCCCC)C(=O)N Tetradec-3,6-diene-4-carboxamide